CNCC1N(CCN(C1)C(CCOCCOCCOCCOCCOCCOCCOC)=O)C(=O)OC1=C(C=C(C=C1)CNC(CCCC\C=C\C(C)C)=O)OC (E)-2-methoxy-4-((8-methylnon-6-enamido)methyl)phenyl 2-((methylamino)methyl)-4-(2,5,8,11,14,17,20-heptaoxatricosan-23-oyl)piperazine-1-carboxylate